3-(4'-(6-chloro-2-(((3R,3aR,6R,6aR)-6-hydroxyhexahydrofuro[3,2-b]furan-3-yl)oxy)-1H-imidazo[4,5-b]pyridin-5-yl)-[1,1'-biphenyl]-4-carboxamido)-2-(4-chlorophenyl)propane-1-sulfonic acid ClC=1C=C2C(=NC1C1=CC=C(C=C1)C1=CC=C(C=C1)C(=O)NCC(CS(=O)(=O)O)C1=CC=C(C=C1)Cl)N=C(N2)O[C@H]2[C@@H]1[C@H](OC2)[C@@H](CO1)O